ClC1=C(C(=NN1C1CCC(CC1)(F)F)C)C=O 5-chloro-1-(4,4-difluoro-cyclohexyl)-3-methyl-1H-pyrazole-4-carbaldehyde